2-(4-((1-(cyclopropylmethyl)-1H-pyrazol-4-yl)methyl)-1-Isopropyl-1H-pyrazol-3-yl)-5-fluorobenzoic acid methyl ester COC(C1=C(C=CC(=C1)F)C1=NN(C=C1CC=1C=NN(C1)CC1CC1)C(C)C)=O